[I-].C[N+]1=CC=C(C=C1)C 1,4-dimethylpyridin-1-ium iodide